1-(5-((4-(1-(pyridin-3-yl)ethyl)piperazin-1-yl)methyl)pyrazolo[1,5-a]pyridin-3-yl)dihydropyrimidine-2,4(1H,3H)-dione N1=CC(=CC=C1)C(C)N1CCN(CC1)CC1=CC=2N(C=C1)N=CC2N2C(NC(CC2)=O)=O